C1(CCC1)N[C@H]1[C@@H](C1)C=1C=C(SC1C)C(=O)NC=1SC(=NN1)C 4-((1S,2R)-2-(cyclobutylamino)-cyclopropyl)-5-methyl-N-(5-methyl-1,3,4-thiadiazol-2-yl)thiophene-2-carboxamide